2-(5-((E)-((1s,2r,5r)-2-fluoro-1,5-dimethyl-9-azabicyclo[3.3.1]non-3-ylidene)methyl)pyrazin-2-yl)-5-(1H-imidazol-1-yl)phenol F[C@H]\1[C@@]2(CCC[C@](C/C1=C\C=1N=CC(=NC1)C1=C(C=C(C=C1)N1C=NC=C1)O)(N2)C)C